OCCCCCCCCC 9-hydroxynonan